O1C(=NN=C1)C=1C=C(C=CC1)C1=C(C(=NC(=C1C#N)N1CCCCC1)N)C#N 4-(3-(1,3,4-oxadiazol-2-yl)phenyl)-2-amino-6-(piperidin-1-yl)pyridine-3,5-dicarbonitrile